tert-butyl rac-(5r,7r,8r)-8-(1,3-dioxoisoindolin-2-yl)-7-methyl-2-azaspiro[4.5]decane-2-carboxylate O=C1N(C(C2=CC=CC=C12)=O)[C@H]1[C@@H](C[C@@]2(CCN(C2)C(=O)OC(C)(C)C)CC1)C |r|